N[C@@H]1C[C@@H](CC1)NC(=O)NC1CC(C1)NC(=O)C1=C(C=C(C=C1)NC(=O)C=1N(C(=CN1)C=1C(=NN(C1)CC#N)C(F)(F)F)C)Cl N-[4-[[3-[[(1R,3S)-3-aminocyclopentyl]carbamoylamino]cyclobutyl]carbamoyl]-3-chloro-phenyl]-5-[1-(cyanomethyl)-3-(trifluoromethyl)pyrazol-4-yl]-1-methyl-imidazole-2-carboxamide